BrC1=CC2=C3N(N=C2C=C1)CCNC3=O 9-bromo-3,4-dihydropyrazino[1,2-b]indazol-1(2H)-one